C(#N)C=1C(=C(C(=O)NC2=CC=C3C=NN(C3=C2)C=2C=NN(C2)C)C(=CC1)F)F 3-Cyano-2,6-difluoro-N-(1-(1-methyl-1H-pyrazol-4-yl)-1H-indazol-6-yl)benzamide